titanium carbon silane [SiH4].[C].[Ti]